BrC=1C=C(C=C(C1)C(=C)C)C(=C)C 5-bromo-1,3-diisopropenylbenzene